O1C(=CC=C1)C1=NC(=CC=2N1N=C(N2)C)NC(=O)NCCN2CCCC2 1-[5-(furan-2-yl)-2-methyl-[1,2,4]triazolo[1,5-c]pyrimidin-7-yl]-3-(2-pyrrolidin-1-ylethyl)urea